(S)-6-Fluoro-2,10-dimethyl-7-(6-(3-(piperidin-1-yl)propoxy)pyridin-3-yl)-9,10-Dihydro-8-oxa-2,4,10a-triazanaphtho[2,1,8-cde]azulene-1(2H)-one FC=1C=C2N=CC=3N(C(N4[C@H](COC(=C2C34)C1C=1C=NC(=CC1)OCCCN1CCCCC1)C)=O)C